3-{3-isopropyl-4-[(2-{[2-(methylsulfonyl)ethyl]amino}-4-pyrimidinyl)oxy]phenyl}-1-[5-(trifluoromethyl)-3-pyridinyl]-2,4-imidazolidinedione C(C)(C)C=1C=C(C=CC1OC1=NC(=NC=C1)NCCS(=O)(=O)C)N1C(N(CC1=O)C=1C=NC=C(C1)C(F)(F)F)=O